NC=1C=C(C=NC1C)C=1C=C2C(=NC=NC2=CC1)NC(C)C1=CC=CC=C1 6-(5-amino-6-methyl-3-pyridyl)-N-(1-phenylethyl)quinazolin-4-amine